C1=CC=C(C=2OC3=CC=CC=C3CC12)C(=O)[O-].[Na+] sodium C4-xanthate